1-tert.butyl-1,4-pentanediamine C(C)(C)(C)C(CCC(C)N)N